1-methyl-3-((4-(trifluoromethyl)phenyl)amino)-1H-pyrazole-4-carbohydrazide CN1N=C(C(=C1)C(=O)NN)NC1=CC=C(C=C1)C(F)(F)F